C[N+](CCCCCC)(C)C trimethyl-hexylammonium